5-Isopropyl-8-((2r,3s)-2-methyl-3-((methylsulfonyl)methyl)azetidin-1-yl)-N-(2-(pyridin-3-yl)pyrimidin-4-yl)isoquinolin-3-amine C(C)(C)C1=C2C=C(N=CC2=C(C=C1)N1[C@@H]([C@H](C1)CS(=O)(=O)C)C)NC1=NC(=NC=C1)C=1C=NC=CC1